sodium (Z)-3-chloroacrylate Cl\C=C/C(=O)[O-].[Na+]